5-(1-phenyl-1H-pyrazol-4-yl)-N-propyl-N-[(3S)-pyrrolidin-3-yl]-1H-pyrrole-2-carboxamide C1(=CC=CC=C1)N1N=CC(=C1)C1=CC=C(N1)C(=O)N([C@@H]1CNCC1)CCC